C=C1OCCCCO1 2-Methylene-1,3-dioxepane